C(=O)C(C(=O)OC)(CCC)C methyl 2-formyl-2-methyl-pentanoate